(P)-Lithium iron [Fe].[Li]